C(C)(C)(C)OC(=O)N1C2CC(C1)C2 2-azabicyclo[2.1.1]-hexane-2-carboxylic acid tert-butyl ester